OC1CCC(CC1)N1N=C2N=C(C=CC2=C1)C1=C(C=C(C=C1C)C(F)(F)F)O 2-(2-((1r,4r)-4-hydroxy-cyclohexyl)-2H-pyrazolo[3,4-b]pyridin-6-yl)-3-methyl-5-(trifluorometh-yl)phenol